distearyl-tin diacrylate C(C=C)(=O)[O-].C(C=C)(=O)[O-].C(CCCCCCCCCCCCCCCCC)[Sn+2]CCCCCCCCCCCCCCCCCC